ethyl (E)-4-(((2R,3S)-3-amino-2-hydroxy-5-methylhexyl)(((S)-2-oxopyrrolidin-3-yl)methyl)amino)-4-oxobut-2-enoate trifluoroacetic acid salt FC(C(=O)O)(F)F.N[C@H]([C@@H](CN(C(/C=C/C(=O)OCC)=O)C[C@H]1C(NCC1)=O)O)CC(C)C